4-Tertiary butyl-catechol tert-butyl-(3R,5'S)-5'-carbamoyl-2-oxospiro[indoline-3,3'-pyrrolidine]-1'-carboxylate C(C)(C)(C)C1N([C@@H](C[C@]12C(NC1=CC=CC=C12)=O)C(N)=O)C(=O)O.C(C)(C)(C)C=1C=C(C(O)=CC1)O